sodium 2-methyl-2-(pyridazin-3-yl)propanoate CC(C(=O)[O-])(C)C=1N=NC=CC1.[Na+]